CCCCC[C@@H](/C=C/[C@@H]1[C@H]([C@H](CC(O1)O)O)C/C=C\\CCCC(=O)[O-])O The molecule is a thromboxane anion that is the conjugate base of thromboxane B2, obtained by deprotonation of the carboxy group; major species at pH 7.3. It is a conjugate base of a thromboxane B2.